C(CCCCCCCCCCC)C1=CC=C(C=C1)CC(C(=O)CC)(C)O 1-(4-dodecylphenyl)-2-hydroxy-2-methylpropione